N-[(3S)-9-Fluoro-2-oxo-5-phenyl-1,3-dihydro-1,4-benzodiazepin-3-yl]-2-(2-fluoro-phenyl)-6-methyl-pyrazolo[1,5-a]-pyrimidine-3-carboxamide FC1=CC=CC=2C(=N[C@@H](C(NC21)=O)NC(=O)C=2C(=NN1C2N=CC(=C1)C)C1=C(C=CC=C1)F)C1=CC=CC=C1